potassium biscarbonate C([O-])([O-])=O.C([O-])([O-])=O.[K+].[K+].[K+].[K+]